(R)-1'-(3-(1-phenylcyclopropyl)-1H-pyrazolo[3,4-b]pyrazin-6-yl)-3H-spiro[benzofuran-2,4'-piperidine]-3-amine C1(=CC=CC=C1)C1(CC1)C1=NNC2=NC(=CN=C21)N2CCC1(CC2)OC2=C([C@H]1N)C=CC=C2